benzyl 8-methyl-4-[2-methylsulfonyl-8-[4-(oxetan-3-yloxy)phenyl]-7-oxo-pyrido[2,3-d]pyrimidin-6-yl]-2,3-dihydroquinoxaline-1-carboxylate CC=1C=CC=C2N(CCN(C12)C(=O)OCC1=CC=CC=C1)C1=CC2=C(N=C(N=C2)S(=O)(=O)C)N(C1=O)C1=CC=C(C=C1)OC1COC1